FC=1C(C(=C(C2=C(C(C(=C(C12)F)F)=C(C#N)C#N)F)F)F)=C(C#N)C#N 2,2'-(1,3,4,5,7,8-Hexafluoro-2,6-naphthalenediylidene)bis[propanedinitrile]